FC=1C=2N(C=C(C1)C1=NC=C(C(=N1)C)C(=O)N[C@H]1C[C@@H](N(CC1)C(=O)OC(C)(C)C)C)C=C(N2)C tert-butyl (2S,4R)-4-[[2-(8-fluoro-2-methyl-imidazo[1,2-a]pyridin-6-yl)-4-methyl-pyrimidine-5-carbonyl]amino]-2-methyl-piperidine-1-carboxylate